2-(2,4-difluorophenoxy)-N-(4'-(methoxymethyl)-[1,1'-biphenyl]-4-yl)-2-methylpropanamide FC1=C(OC(C(=O)NC2=CC=C(C=C2)C2=CC=C(C=C2)COC)(C)C)C=CC(=C1)F